3-chloro-5-((3,5-dichlorophenylimino)methyl)phenol ClC=1C=C(C=C(C1)C=NC1=CC(=CC(=C1)Cl)Cl)O